C(CC)OC1=CC=C(C=C1)S(=O)(=O)OC1=C(C=CC=C1)NC(NC1=C(C=CC=C1)OS(=O)(=O)C1=CC=C(C=C1)OCCC)=O bis-[2-(p-propoxybenzenesulfonyloxy)phenyl]urea